CC1=C2C(=C3CC[C@@H](NC3=C1)C)N=C(N2[C@H]2COCCC2)CCN2C(C=CC=C2)=O methyl-(S)-7-methyl-2-(2-(2-oxopyridin-1(2H)-yl)ethyl)-3-((R)-tetrahydro-2H-pyran-3-yl)-3,7,8,9-tetrahydro-6H-imidazo[4,5-f]quinoline